sodium decyl monosulfate S(=O)(=O)(OCCCCCCCCCC)[O-].[Na+]